4-[[4-(dioctylamino)-4-oxo-butyl]-(4-nitrophenyl)sulfonyl-amino]-N,N-dioctyl-butyramide C(CCCCCCC)N(C(CCCN(CCCC(=O)N(CCCCCCCC)CCCCCCCC)S(=O)(=O)C1=CC=C(C=C1)[N+](=O)[O-])=O)CCCCCCCC